FC=CC(F)(F)F 1,3,3,3-tetra-fluoropropene